4-(((6-(hydroxymethyl)-4-oxo-4H-pyran-3-yl)oxy)methyl)-piperidine-1-carboxylate OCC1=CC(C(=CO1)OCC1CCN(CC1)C(=O)[O-])=O